5-(difluoromethyl)-1-(fluoromethyl)-1H-pyrazole-4-carboxamide FC(C1=C(C=NN1CF)C(=O)N)F